5-(4-methoxyquinazolin-6-yl)-N-(trans-4-(4-methylpiperazin-1-yl)cyclohexyl)pyrrolo[2,1-f][1,2,4]triazin-2-amine COC1=NC=NC2=CC=C(C=C12)C=1C=CN2N=C(N=CC21)N[C@@H]2CC[C@H](CC2)N2CCN(CC2)C